NC1=NC(=C(C=2N1C(N(N2)[C@@H]2CCCC1=CC=C(C=C21)F)=O)C2=CC(=NC(=C2)C)C)C2=CC=CC=C2 (R)-5-amino-8-(2,6-dimethyl-4-pyridinyl)-2-(7-fluorotetralin-1-yl)-7-phenyl-[1,2,4]triazolo[4,3-c]pyrimidin-3-one